C(C1=CC=CC=C1)OC1=NC(=CC=C1C1=NN(C2=CC(=CC=C12)N1CCN(CC1)C[C@H]1[C@@H](CN(CC1)C(=O)OC(C)(C)C)F)C)O tert-butyl (3S,4S)-4-((4-(3-(2-(benzyloxy)-6-hydroxypyridin-3-yl)-1-methyl-1H-indazol-6-yl)piperazin-1-yl)methyl)-3-fluoropiperidine-1-carboxylate